N[C@@H](CC1=CNC=N1)C(=O)O.P(=O)(OCCCCCCCCCC)(O)O decyl phosphate L-histidine salt